N-[2-[2-[2-(2-aminoethoxy)ethoxy]ethoxy]ethyl]-3-methoxy-4-[3-[4-(tetrahydropyran-4-ylamino)-1-(2,2,2-trifluoroethyl)indol-2-yl]prop-2-ynylamino]benzenesulfonamide NCCOCCOCCOCCNS(=O)(=O)C1=CC(=C(C=C1)NCC#CC=1N(C2=CC=CC(=C2C1)NC1CCOCC1)CC(F)(F)F)OC